1-[(1S,4R,6R)-2-azabicyclo[2.2.1]hept-6-yloxy]-7-(prop-2-yloxy)isoquinoline-6-carboxamide palmityldimethylaminoacetate C(CCCCCCCCCCCCCCC)C(C(=O)O)N(C)C.[C@@H]12NC[C@@H](C[C@H]1OC1=NC=CC3=CC(=C(C=C13)OC(C)C)C(=O)N)C2